(1R,2R)-1,2-bis(2-methoxyphenyl)ethylenediamine COC1=C(C=CC=C1)[C@H]([C@H](N)C1=C(C=CC=C1)OC)N